N-[6-[(2s,6r)-2,6-dimethylmorpholin-4-yl]pyridin-3-yl]-2-methyl-3-[4-(trifluoromethoxy)phenyl]benzamide C[C@H]1CN(C[C@H](O1)C)C1=CC=C(C=N1)NC(C1=C(C(=CC=C1)C1=CC=C(C=C1)OC(F)(F)F)C)=O